6-bromo-2-(2-chloro-5-fluorophenoxy)-3-(Difluoromethyl)benzaldehyde BrC1=CC=C(C(=C1C=O)OC1=C(C=CC(=C1)F)Cl)C(F)F